3-(naphthalen-2-yl)propanamide C1=C(C=CC2=CC=CC=C12)CCC(=O)N